6-(7-methoxyimidazo[1,2-a]pyridine-3-carbonyl)-N-(5-(trifluoromethyl)pyridin-3-yl)-4,5,6,7-tetrahydrothieno[2,3-c]pyridine-3-carboxamide COC1=CC=2N(C=C1)C(=CN2)C(=O)N2CC1=C(CC2)C(=CS1)C(=O)NC=1C=NC=C(C1)C(F)(F)F